CN1C(C(CCC1=O)N1C(C2=CC=C(C=C2C1)N1CCN(CC1)C(=O)OC(C)(C)C)=O)=O tert-butyl 4-[2-(1-methyl-2,6-dioxo-3-piperidyl)-1-oxo-isoindolin-5-yl]piperazine-1-carboxylate